OCC#CC1=CC2=C(C(=NO2)C2=C(C=CC=C2)[C@H](CC2=NC=CC=C2)N)C=C1 (S)-1-[2-(6-[3-Hydroxyprop-1-yn-1-yl]benzo[d]isoxazol-3-yl)phenyl]-2-(pyridine-2-yl)ethan-1-amine